N-(3-fluorophenyl)-2-(1H-imidazol-1-yl)-6-morpholinopyrimidine-4-carboxamide FC=1C=C(C=CC1)NC(=O)C1=NC(=NC(=C1)N1CCOCC1)N1C=NC=C1